NC=1C2=C(N=C(N1)Cl)N(C=C2C2=NN(C=C2)S(=O)(=O)C2=CC=CC=C2)[C@H]2[C@@H]([C@@H]([C@H](C2)C2CCN(CC2)C)O)O (1R,2S,3R,5R)-3-(4-Amino-2-chloro-5-(1-(phenylsulfonyl)-1H-pyrazol-3-yl)-7H-pyrrolo[2,3-d]pyrimidin-7-yl)-5-(1-methylpiperidin-4-yl)cyclopentane-1,2-diol